N1C(=NC=C1)CC=O Imidazoleacetaldehyde